C1=CC2=C3C(=C1)C=CC4=C(C=CC(=C43)C=C2)CCCC(=O)O 1-Pyrenylbutyric acid